C[O-].[Ir+].C1=CCCC=CCC1 (1,5-cyclooctadiene) iridium (I) methoxide